ClC1=CC(=C(C=2SC(=CC21)C(=O)OC)F)C2=CCC=NC2 5-(4-chloro-7-fluoro-2-(methoxycarbonyl)benzo[b]thiophen-6-yl)-3,6-dihydropyridine